COC1=CC=C(CN2N=CC(=C2)[C@@H]2[C@H](C2)C(=O)O)C=C1 |r| rac-(1S*,2S*)-2-(1-(4-methoxybenzyl)-1H-pyrazol-4-yl)cyclopropane-1-carboxylic acid